N1=CN=CC(=C1)C1=NN2C=NC=3C=CC=CC3C2=N1 2-(pyrimidin-5-yl)[1,2,4]triazolo[1,5-c]quinazolin